(S)-3-(1-(3-(2H-1,2,3-triazol-2-yl)propyl)pyrrolidin-3-yl)-1H-indole-4-ol N=1N(N=CC1)CCCN1C[C@@H](CC1)C1=CNC=2C=CC=C(C12)O